CCCCC(CC)CNCC(CC)CCCC di-2-ethylhexylamine